N1C(=CC=2C=NC=CC21)CNC(CN2C(=NC=C(C2=O)NCCC2=CC=C(C=C2)C#N)C2=CC=CC=C2)=O N-((1H-pyrrolo[3,2-c]pyridine-2-yl)methyl)-2-(5-((4-cyanophenethyl)amino)-6-oxo-2-phenylpyrimidin-1(6H)-yl)acetamide